3-(6-(1-(2,2-difluorobenzo[d][1,3]dioxol-5-yl)cyclopropane-1-carboxamido)-3-methylpyridin-2-yl)-N-(5-(3-(5-(2-oxo-4-propionylpiperazin-1-yl)furan-2-yl)propanamido)pentyl)benzamide FC1(OC2=C(O1)C=CC(=C2)C2(CC2)C(=O)NC2=CC=C(C(=N2)C=2C=C(C(=O)NCCCCCNC(CCC=1OC(=CC1)N1C(CN(CC1)C(CC)=O)=O)=O)C=CC2)C)F